N-(4-chloro-2-fluorophenyl)-5-({3-fluoro-2-[(methylsulfamoyl)amino]pyridin-4-yl}methyl)-N,4-dimethylpyridin-3-amine ClC1=CC(=C(C=C1)N(C=1C=NC=C(C1C)CC1=C(C(=NC=C1)NS(NC)(=O)=O)F)C)F